COC=CCCC1=CC=CC=C1 1-methoxy-4-phenyl-butene